COC1=CC=C(CN2C(=CC3=CC=CC=C23)C(=O)N2CCN(CC2)C2=NC=CC=N2)C=C1 (1-(4-methoxybenzyl)-1H-indol-2-yl)(4-(pyrimidin-2-yl)piperazin-1-yl)methanone